[Si](C1=CC=CC=C1)(C1=CC=CC=C1)(C(C)(C)C)OC\C=C(\C=O)/F (Z)-4-((tert-butyldiphenylsilyl)oxy)-2-fluorobut-2-enal